4,4'-methylene-bis(2-chloro-6-methylaniline) C(C1=CC(=C(N)C(=C1)C)Cl)C1=CC(=C(N)C(=C1)C)Cl